C(C1=CC=CC=C1)OC(=O)C1=NC(=C(C(=C1Cl)N)F)C1=CC=C2C=CNC2=C1F benzyl-4-amino-3-chloro-5-fluoro-6-(7-fluoro-1H-indol-6-yl)pyridin-2-carboxylate